NCC(=O)OC1CC(CCC1C(C)C)C Menthol glycinate